O1COCC2=C1C=CC=C2CC(=O)O 2-(1,3-benzodioxan-5-yl)acetic acid